(Z)-1-(4-amino-2-fluorobut-2-en-1-yl)-4-(1-methyl-1H-pyrazol-5-yl)-1H-benzo[d]imidazol-6-carbonitrile NC\C=C(\CN1C=NC2=C1C=C(C=C2C2=CC=NN2C)C#N)/F